ClC1=C(C(=CC=C1)OC)NC=1C(C(C1NC1=CC=C(C=C1)C1=NOC(=N1)C(F)(F)Cl)=O)=O 3-((2-chloro-6-methoxyphenyl)amino)-4-((4-(5-(chlorodifluoromethyl)-1,2,4-oxadiazol-3-yl)phenyl)amino)cyclobut-3-ene-1,2-dione